3-(3-(1H-Pyrazolo[4,3-b]pyridin-6-yl)pyridin-2-yl)phenol N1N=CC2=NC=C(C=C21)C=2C(=NC=CC2)C=2C=C(C=CC2)O